2-(((5S,8S,10aR)-2-((benzyloxy)carbonyl)-6-oxo-8-(3-(pyridin-3-yl)azetidine-1-carbonyl)decahydropyrrolo[1,2-a][1,4]diazocin-5-yl)carbamoyl)benzo[b]thiophen C(C1=CC=CC=C1)OC(=O)N1C[C@@H]2N(C([C@H](CC1)NC(=O)C1=CC3=C(S1)C=CC=C3)=O)[C@@H](CC2)C(=O)N2CC(C2)C=2C=NC=CC2